C(C=C)(=O)OCC[N+](CC)(C)C acryloyloxyethyl-dimethyl-ethylammonium